ethylcyanoacrylate C(C)C=C(C(=O)[O-])C#N